1-(2,4-dimethyl-1H-pyrrole-3-yl)ethane-1-one CC=1NC=C(C1C(C)=O)C